FC1=CC=C(OC2=CC=C(C=N2)C(C)NC(=O)C2=CC3=C(N(C(N3)=O)C)C=C2)C=C1 N-(1-(6-(4-fluorophenoxy)pyridin-3-yl)ethyl)-1-methyl-2-oxo-2,3-dihydro-1H-benzimidazole-5-carboxamide